[O-2].C(C=C)(=O)[Mg+].[Mg+2] magnesium alloyl-magnesium oxide